Cl.C(C1=CC=CC=C1)C1=CC2=C(C=N1)C(CN2C(CN2[C@H](CN[C@@H](C2)C)C(=O)N(C)C)=O)(C)COCC2=CC=CC=C2 (2R,5R)-1-(2-{6-Benzyl-3-[(benzyloxy)-methyl]-3-methyl-1H,2H,3H-pyrrolo-[3,2-c]pyridin-1-yl}-2-oxoethyl)-N,N,5-trimethylpiperazine-2-carboxamide, hydrochloride salt